N-((2S,3R,4R,5R,6R)-2-(2-(2-(2-(2-aminoethoxy)ethoxy)ethoxy)ethoxy)-4,5-dihydroxy-6-(hydroxymethyl)tetrahydro-2H-pyran-3-yl)acetamide NCCOCCOCCOCCO[C@H]1O[C@@H]([C@@H]([C@@H]([C@H]1NC(C)=O)O)O)CO